C(C)S(=O)(=O)N(C1=CC(=C(OC=2C(=C(C=CC2)CCCOC2CCN(CC2)C(=O)OC(C)(C)C)F)C=C1)C=1C2=C(C(N(C1)C)=O)NC=C2)S(=O)(=O)CC tert-butyl 4-[3-[3-[4-[bis(ethylsulfonyl)amino]-2-(6-methyl-7-oxo-1H-pyrrolo[2,3-c]pyridin-4-yl)phenoxy]-2-fluoro-phenyl]propoxy]piperidine-1-carboxylate